ClC1=CC=CN=N1 6-chloropyridazine